(S)-2-amino-2-((R)-7,7-difluorospiro[2.5]octan-5-yl)acetonitrile N[C@H](C#N)[C@@H]1CC2(CC2)CC(C1)(F)F